CN(N)C1=NN=NN1CCN1N=NN=C1N(N)C 1,2-bis[5-(1-methylhydrazinyl)tetrazol-1-yl]ethane